[N+](=O)([O-])C1=C(C=CC=C1)NC1CCNCC1 N-(2-nitrophenyl)piperidin-4-amine